CC([O-])C.CC([O-])C.C(C)CC(CC(=O)[O-])=O.C(C)CC(CC(=O)O)=O.C(C)CC(CC(=O)O)=O.[Al+3] aluminum tri(ethylacetoacetate) diisopropoxide